N1=C(C=CC=C1)C1=C(C=CC=C1)C1=NC=CC=C1 di(pyridinyl)benzene